Cl.NCCOC1=CC=C(CC2C(NC(S2)=O)=O)C=C1 5-(4-(2-aminoethoxy)benzyl)thiazolidine-2,4-dione hydrochloride